7-(1-methylpiperidin-4-yl)-2-(2-phenylquinoline-7-yl)pyrazolo[1,5-a]pyrimidine-3-carbonitrile CN1CCC(CC1)C1=CC=NC=2N1N=C(C2C#N)C2=CC=C1C=CC(=NC1=C2)C2=CC=CC=C2